C(C)[C@]1([C@H](C[C@@H](O1)N1C(NC(C(=C1)F)=O)=O)O)CO ((2R,4S,5R)-5-ethyl-4-hydroxy-5-(hydroxymethyl)tetrahydrofuran-2-yl)-5-fluoropyrimidine-2,4(1H,3H)-dione